ClC1=CC=C2C(=N1)N(N=C2)CCOC(F)F 6-chloro-1-(2-(difluoromethoxy)ethyl)-1H-pyrazolo[3,4-b]pyridine